CC(CO)C(CC1C(C2(CC2C1)C)(C)C)C 2,3-dimethyl-4-(1,2,2-trimethylbicyclo[3.1.0]hex-3-yl)butan-1-ol